p-hydroxyphenyl-hydantoin OC1=CC=C(C=C1)N1C(=O)NC(=O)C1